1-[2-fluoro-4-(5-{2-[2-fluoro-5-(trifluoromethoxy)phenyl]acetamido}-1,3,4-thiadiazol-2-yl)butyl]-N-{[4-(trifluoromethyl)pyridin-2-yl]methyl}-1H-1,2,3-triazole-4-carboxamide FC(CN1N=NC(=C1)C(=O)NCC1=NC=CC(=C1)C(F)(F)F)CCC=1SC(=NN1)NC(CC1=C(C=CC(=C1)OC(F)(F)F)F)=O